C1=CC=CC=2C3=CC=CC=C3C(C12)COC(=O)N(CC(=O)O)CCCCC(OCC=C)=O 2-({[(9H-fluoren-9-yl)methoxy]carbonyl}[5-oxo-5-(prop-2-en-1-yloxy)pentyl]amino)acetic acid